1-(2-chloro-4-((5-(2-methoxyethoxy)-2,3-dihydro-[1,4]dioxino[2,3-f]quinazolin-10-yl)amino)phenyl)-3-cyclopropylurea ClC1=C(C=CC(=C1)NC1=NC=NC2=CC(=C3C(=C12)OCCO3)OCCOC)NC(=O)NC3CC3